FC1=C(C=CC(=C1)F)NC1=C(C(=O)NC=2C(=NC(=CC2)OC)C)C=CC(=C1)C(F)(F)F 2-((2,4-difluorophenyl)amino)-N-(6-methoxy-2-methylpyridin-3-yl)-4-(trifluoromethyl)benzamide